C(C1=CC=CC=C1)(=O)O[C@H]1[C@H](O[C@@H]([C@@H]([C@@H]1OC(C1=CC=CC=C1)=O)OC(C1=CC=CC=C1)=O)/C=N/[S@](=O)C(C)(C)C)SCC(C=C)CO[Si](C)(C)C(C)(C)C (2R,3R,4S,5S,6R)-2-((2-(((tert-butyldimethylsilyl)oxy)methyl)but-3-en-1-yl)thio)-6-((E)-(((R)-tert-butylsulfinyl)imino)methyl)tetrahydro-2H-pyran-3,4,5-triyl tribenzoate